4,6-dichloro-N-isobutyl-1,3,5-triazin-2-amine ClC1=NC(=NC(=N1)Cl)NCC(C)C